P(O)(O)O.C(C)(C)(C)C1=CC=CC(=C1)C(C)(C)C.C(C)(C)(C)C1=CC=CC(=C1)C(C)(C)C.C(C)(C)(C)C1=CC=CC(=C1)C(C)(C)C tris[2,4-di-tertiary-butyl-benzene] phosphite